[Si]([O-])([O-])([O-])[O-].[Co+2].[Co+2] cobaltous silicate